(2R)-2-[(3E)-7-Hydroxy-4,8-dimethylnona-3,8-dienyl]-2,7-dimethylchromen-5-ol OC(CC/C(=C/CC[C@]1(OC=2C=C(C=C(C2C=C1)O)C)C)/C)C(=C)C